ethyl 2,5-dihydroxycinnamate OC1=C(C=CC(=O)OCC)C=C(C=C1)O